3-(((2,2-dimethyl-3-(2,2-dichlorovinyl)cyclopropane-1-carbonyl)oxy)(4-fluorobenzoyl)amino)benzamide CC1(C(C1C=C(Cl)Cl)C(=O)ON(C=1C=C(C(=O)N)C=CC1)C(C1=CC=C(C=C1)F)=O)C